C[Si](CCOCN1N=CC(=N1)C1(CCCC1)O)(C)C (2-((2-(trimethylsilyl)ethoxy)methyl)-2H-1,2,3-triazol-4-yl)cyclopentan-1-ol